5-Chloro-N-(8-fluoro-2-methyl-imidazo[1,2-a]pyridin-6-yl)pyrazine-2-carboxamide ClC=1N=CC(=NC1)C(=O)NC=1C=C(C=2N(C1)C=C(N2)C)F